O1[C@@H](COCC1)CNC(=O)C1=C(C2=C(CC3(C4=CN(N=C24)C[C@@H]2OCCOC2)CC3)O1)C N-[(2R)-1,4-Dioxan-2-ylmethyl]-2'-[(2S)-1,4-dioxan-2-ylmethyl]-8'-methyl-2',5'-dihydrospiro[cyclopropan-1,4'-furo[2,3-g]indazol]-7'-carboxamid